C[C@@H]1CN(CCN1C)C1=CC(=C(C=C1)NC1=NC=C(C(=N1)C1=CC2=C(C(N(CCS2(=O)=O)C2COC2)=O)S1)C(F)(F)F)CC (R)-7-(2-((4-(3,4-dimethylpiperazin-1-yl)-2-ethylphenyl)amino)-5-(trifluoromethyl)pyrimidin-4-yl)-4-(oxetan-3-yl)-3,4-dihydrothieno[2,3-f][1,4]thiazepin-5(2H)-one 1,1-dioxide